N-(3-methoxyphenyl)phthalimide tert-Butyl-((1S,3R)-3-((2-((2-((tert-butyldimethylsilyl)oxy)ethyl)amino)-5-nitrophenyl)carbamoyl)cyclohexyl)carbamate C(C)(C)(C)N(C(O)=O)[C@@H]1C[C@@H](CCC1)C(NC1=C(C=CC(=C1)[N+](=O)[O-])NCCO[Si](C)(C)C(C)(C)C)=O.COC=1C=C(C=CC1)N1C(C=2C(C1=O)=CC=CC2)=O